C=1C(C(C=C2C=C3C=CC=CC3=CC12)=O)=O 2,3-anthraquinone